C(C)(C)(C)OC(C1=CN=C(C=C1)N1N=CC(=C1O)C1=CC=C(C=C1)F)=O.C(C(C)C)C1=CC=C(C=C1)C(=O)C1=C(C(=C(C=C1)O)O)O (4-isobutylphenyl)(2,3,4-trihydroxyphenyl)methanone tert-butyl-6-(4-(4-fluorophenyl)-5-hydroxy-1H-pyrazol-1-yl)nicotinate